C(CCC)OC(=O)N(NC(=O)O)C=1C=C2N=CC=NC2=CC1.C(#N)C=1C(=C(C=CC1)C=1N=C(C(=NC1)C1=CC(=CC(=C1)C)C)C1=CC(=CC(=C1)C)C)C 5-(3-cyano-2-methylphenyl)-2,3-bis(3,5-dimethylphenyl)pyrazine butyl-1-(quinoxalin-6-yl)hydrazine-1,2-dicarboxylate